C1(=CC=CC=C1)C=1C=CC=2N(C3=CC=C(C=C3C2C1)C1=CC=CC=C1)C1=CC=C(C=C1)C(\C=C(/O)\C1=CC=C(C=C1)N1C2=CC=C(C=C2C=2C=C(C=CC12)C1=CC=CC=C1)C1=CC=CC=C1)=O (Z)-1,3-bis(4-(3,6-diphenyl-9H-carbazol-9-yl)phenyl)-3-hydroxy-2-propen-1-one